2-((1-(2,7-dimethyl-1-oxo-3-(1-phenyl-2,5-dihydro-1H-pyrrol-3-yl)-1,2-dihydroisoquinolin-5-yl)ethyl)amino)benzoic acid CN1C(C2=CC(=CC(=C2C=C1C=1CN(CC1)C1=CC=CC=C1)C(C)NC1=C(C(=O)O)C=CC=C1)C)=O